ClC1=CC=NC2=CC(=C(C=C12)OCCOC)OC 4-chloro-7-methoxy-6-(2-methoxyethoxy)quinoline